CC(=O)N[C@@H]1[C@H](C[C@@](O[C@H]1[C@@H]([C@@H](CO)O)O)(C(=O)O)OC[C@@H]2[C@@H]([C@@H]([C@H]([C@@H](O2)O[C@@H]3[C@H](O[C@H]([C@@H]([C@H]3O)NC(=O)C)O[C@H]4[C@H]([C@H](O[C@H]([C@@H]4O)O[C@@H]5[C@H](O[C@H]([C@@H]([C@H]5O)NC(=O)C)OC[C@@H]6[C@@H]([C@@H]([C@H]([C@H](O6)O)NC(=O)C)O[C@H]7[C@@H]([C@H]([C@@H]([C@H](O7)CO)O[C@H]8[C@@H]([C@H]([C@H]([C@H](O8)CO)O)O[C@H]9[C@@H]([C@H]([C@@H]([C@H](O9)CO)O[C@H]1[C@@H]([C@H]([C@H]([C@H](O1)CO[C@@]1(C[C@@H]([C@H]([C@@H](O1)[C@@H]([C@@H](CO)O)O)NC(=O)C)O)C(=O)O)O)O)O)O)NC(=O)C)O)O)NC(=O)C)O)CO)CO)O)CO)O)O)O)O The molecule is a branched amino oligosaccharide that is an undecasaccharide derivative in which two N-acetyl-alpha-neuraminyl-(2->6)-beta-D-galactosyl-(1->4)-N-acetyl-beta-D-glucosaminyl-(1->3)-beta-D-galactosyl-(1->4)-N-acetyl-beta-D-glucosaminyl pentasaccharide chains are linked (1->3) and (1->6) to an N-acetyl-alpha-D-galactosamine residue at the reducing end. It is an amino oligosaccharide, a galactosamine oligosaccharide and a glucosamine oligosaccharide.